C(C1=CC=CC=C1)N1C(N(SC1=O)CCCCOC1=CC=C(C=C1)[N+](=O)[O-])=O 4-benzyl-2-(4-(4-nitrophenoxy)butyl)-1,2,4-thiadiazolidine-3,5-dione